trans-4-((3-(1-Cyclopropyl-1H-pyrazol-4-yl)phenyl)((trans-4-(4-methoxy-3-methylphenyl)cyclohexyl)methyl) carbamoyl)cyclohexyl ((R)-2,3-dihydroxypropyl)carbamate O[C@H](CNC(O[C@@H]1CC[C@H](CC1)C(N(C[C@@H]1CC[C@H](CC1)C1=CC(=C(C=C1)OC)C)C1=CC(=CC=C1)C=1C=NN(C1)C1CC1)=O)=O)CO